5-((E)-2-(2-aminoquinazolin-7-yl)vinyl)cyclopentane-1,2-diol NC1=NC2=CC(=CC=C2C=N1)/C=C/C1CCC(C1O)O